CC1(N=CC=N1)C#N 2-methyl-2-cyanoimidazole